3-[[(2S)-4-[3-fluoro-5-isobutyl-2-(2H-tetrazol-5-yl)phenyl]-2-methyl-piperazin-1-yl]-methyl]pyridazine FC=1C(=C(C=C(C1)CC(C)C)N1C[C@@H](N(CC1)CC=1N=NC=CC1)C)C=1N=NNN1